NC1=CC=C(C=C1)N1CCC(CC1)NC(=O)N1CCN(CC1)CC1=C(C=C(C=C1OC)C=1C2=C(C(N(C1)C)=O)N(N=C2)CC2=CC=C(C=C2)OC)F N-[1-(4-aminophenyl)-4-piperidinyl]-4-[[2-fluoro-6-methoxy-4-[1-[(4-methoxyphenyl)methyl]-6-methyl-7-oxo-pyrazolo[3,4-c]pyridin-4-yl]phenyl]methyl]piperazine-1-carboxamide